Tert-butyl (1R,5S)-3-(7-(3-((tert-butyldimethylsilyl)oxy)naphthalen-1-yl)-2-(3-(dimethylamino)azetidin-1-yl)-8-fluoroquinazolin-4-yl)-3,8-diazabicyclo[3.2.1]octane-8-carboxylate [Si](C)(C)(C(C)(C)C)OC=1C=C(C2=CC=CC=C2C1)C1=CC=C2C(=NC(=NC2=C1F)N1CC(C1)N(C)C)N1C[C@H]2CC[C@@H](C1)N2C(=O)OC(C)(C)C